2-mercapto-6-methyl-3-tosylpyrimidine SC1N=C(C=CN1S(=O)(=O)C1=CC=C(C)C=C1)C